FCOC=1C=CC2=C(N=C(O2)C2=C3C=C(N=CC3=C(N=C2)NC)NC(=O)C2CC2)C1 N-(5-(5-(fluoromethoxy)benzo[d]oxazol-2-yl)-8-(methylamino)-2,7-naphthyridin-3-yl)cyclopropanecarboxamide